(3R)-N-[4-(3-cyanophenyl)-5-(2,6-dimethyl-4-pyridyl)thiazol-2-yl]-3-methyl-piperazine C(#N)C=1C=C(C=CC1)C=1N=C(SC1C1=CC(=NC(=C1)C)C)N1C[C@H](NCC1)C